FC(C1=NN(C=C1C(=O)O)COCC[Si](C)(C)C)(F)F 3-(trifluoromethyl)-1-((2-(trimethylsilyl)ethoxy)methyl)-1H-pyrazole-4-carboxylic acid